ClC=1C=NC(=NC1)[C@H]([C@H](C)S(=O)(=O)NC1=NN=C(N1C1CCOCC1)CC(F)(F)F)OC (1R,2S)-1-(5-chloropyrimidin-2-yl)-1-methoxy-N-(4-(tetrahydro-2H-pyran-4-yl)-5-(2,2,2-trifluoroethyl)-4H-1,2,4-triazol-3-yl)propane-2-sulfonamide